OC=1C=C2CC[C@H]([C@H](C2=CC1)C1=CC=C(C=C1)N1CCC(CC1)C=O)C1=C(C(=C(C(=C1[2H])[2H])[2H])[2H])[2H] 1-[4-[(1S,2R)-6-hydroxy-2-(2,3,4,5,6-pentadeuteriophenyl)tetralin-1-yl]phenyl]piperidine-4-carbaldehyde